5-(Bromomethyl)-3-(2-(2-fluorophenoxy)phenyl)-1,2,4-oxadiazole BrCC1=NC(=NO1)C1=C(C=CC=C1)OC1=C(C=CC=C1)F